NC=1C=NC=CC1C(=O)OC Methyl 3-amino-4-pyridinecarboxylate